3-Bromo-6-ethoxy-4-(6-(6-((6-methoxypyridin-3-yl)methyl)-3,6-diazabicyclo[3.1.1]hept-3-yl)pyridin-3-yl)-1H-pyrazolo[3',4':3,4]pyrazolo[1,5-a]pyridine BrC1=NNC2=NN3C(C(=CC(=C3)OCC)C=3C=NC(=CC3)N3CC4N(C(C3)C4)CC=4C=NC(=CC4)OC)=C21